C(C)(C)(C)OC(=O)C1(CC(C1)O)C1=CC(=CC=C1)Cl.C1(CCCCC1)N1CN(C=C1)C1CCCCC1 1,3-dicyclohexyl-imidazole tert-butyl-1-(3-chlorophenyl)-3-hydroxycyclobutane-1-carboxylate